(2-bromophenyl)-2-(hydroxymethylene)cyclohexane-1,3-dione BrC1=C(C=CC=C1)C1C(C(C(CC1)=O)=CO)=O